(4-chloro-7-((2-(trimethylsilyl)ethoxy)methyl)-7H-pyrrolo[2,3-d]pyrimidin-5-yl)(cyclobutyl)methanone ClC=1C2=C(N=CN1)N(C=C2C(=O)C2CCC2)COCC[Si](C)(C)C